O=C1NC=C(C(N1CC1=C(C=CC=C1)F)=O)C(=O)NC1=CC=C(C=C1)C 2,4-Dioxo-3-(2-fluorobenzyl)-N-(4-methylphenyl)-1,2,3,4-tetrahydropyrimidine-5-carboxamide